COC1=NC=CC(=C1)C1=C(C=2CCC2C=C1)NC(=O)N=[S@](=O)(N)C=1C=NN2C1OCC(C2)(C)C (R)-N'-((3-(2-methoxypyridin-4-yl)bicyclo[4.2.0]octa-1(6),2,4-trien-2-yl)carbamoyl)-6,6-dimethyl-6,7-dihydro-5H-pyrazolo[5,1-b][1,3]oxazine-3-sulfonimidamide